FC(C1=CC=C(C=C1)S(=O)(=O)/C=C/C#N)(F)F (2E)-3-[(4-trifluoromethylphenyl)sulfonyl]-2-propenenitrile